[Cl-].[Li+] lithium(I) chloride